C(CC)N[C@@H]([C@@H](C)CC)C(=O)O propyl-L-isoleucine